(1,3-ditolylimidazolin-2-ylidene)(tricyclohexylphosphine) C1(=C(C=CC=C1)N1C(N(CC1)C1=C(C=CC=C1)C)=C1C(CCCC1)P(C1CCCCC1)C1CCCCC1)C